N-(6-methoxy-2-methyl-1,2,3,4-tetrahydroisoquinolin-7-yl)-7-(1,2,3,4-tetrahydroisoquinolin-8-yl)quinazolin-2-amine COC=1C=C2CCN(CC2=CC1NC1=NC2=CC(=CC=C2C=N1)C=1C=CC=C2CCNCC12)C